(E)-1-(2,5-Dihydroxyphenyl)-3-phenylprop-2-en OC1=C(C=C(C=C1)O)C\C=C\C1=CC=CC=C1